OCOC(C=C)=O acrylic acid (hydroxymethyl) ester